1,4-dibromo-12H-benzo[5,6]isoindolo[2,1-a]benzimidazol-12-one BrC1=CC=C(C2=C1N1C(=N2)C=2C=C3C(=CC2C1=O)C=CC=C3)Br